N-(1'-(6-(1,1-difluoroethyl)pyrazin-2-yl)-1',2'-dihydrospiro[cyclopropan-1,3'-pyrrolo[3,2-c]pyridin]-6'-yl)acetamide FC(C)(F)C1=CN=CC(=N1)N1CC2(C=3C=NC(=CC31)NC(C)=O)CC2